1,4,7,10-Tetraazacyclododecan-1,4,7,10-tetraacetat N1(CCN(CCN(CCN(CC1)CC(=O)[O-])CC(=O)[O-])CC(=O)[O-])CC(=O)[O-]